4-bromophenyl methyl sulfone CS(=O)(=O)C1=CC=C(C=C1)Br